N-(1-aminomethyl)-1-aminomethylsilantriol NCNC[Si](O)(O)O